(S)-2-((2-((phenylmethyl)sulfonamido)-4-(4-(4-((6-(trifluoromethyl)pyridazin-3-yl)oxy)phenyl)-piperidine-1-carbonyl)phenoxy)methyl)pyrrolidin-1-ium 2,2,2-trifluoroacetate FC(C(=O)[O-])(F)F.C1(=CC=CC=C1)CS(=O)(=O)NC1=C(OC[C@H]2[NH2+]CCC2)C=CC(=C1)C(=O)N1CCC(CC1)C1=CC=C(C=C1)OC=1N=NC(=CC1)C(F)(F)F